C(C)(C)(C)C1=C(C=C(C=C1)NC(=O)[C@@H]1N(CCC2=CC(=CC=C12)OC)C(CC1=CC(=NO1)O)=O)F (1R)-N-(4-tert-butyl-3-fluorophenyl)-2-((3-hydroxy-1,2-oxazol-5-yl)acetyl)-6-methoxy-1,2,3,4-tetrahydroisoquinoline-1-carboxamide